(R)-5-(3-chloroimidazo[1,2-a]pyrimidin-6-yl)-N-(1-cyclopropylethyl)pyrrolo[2,1-f][1,2,4]triazin-2-amine ClC1=CN=C2N1C=C(C=N2)C=2C=CN1N=C(N=CC12)N[C@H](C)C1CC1